FC(C1=NN=C(S1)C1=CN=C2N1C=C(C=C2N2C(CC(CC2)CO)C)S(=O)(=O)NC2(CC2)C)F 3-(5-(difluoromethyl)-1,3,4-thiadiazol-2-yl)-8-(4-(hydroxymethyl)-2-methylpiperidin-1-yl)-N-(1-methylcyclopropyl)imidazo[1,2-a]pyridine-6-sulfonamide